3-((2-bromopyridin-3-yl)(hydroxy)methyl)-1-((2-(trimethylsilyl)ethoxy)methyl)-1H-pyrazole-5-carbonitrile BrC1=NC=CC=C1C(C1=NN(C(=C1)C#N)COCC[Si](C)(C)C)O